N,N-dipropyldodecylamine C(CC)N(CCC)CCCCCCCCCCCC